[Cl-].[Cl-].N1=C(C=NC(=C1)C1=CC=[N+](C=C1)C1=C(C=C(C=C1)[N+](=O)[O-])[N+](=O)[O-])C1=CC=[N+](C=C1)C1=C(C=C(C=C1)[N+](=O)[O-])[N+](=O)[O-] 4,4'-(Pyrazine-2,5-diyl)bis[1-(2,4-dinitrophenyl)pyridin-1-ium] dichloride